N1(CCCC1)C=1C(NC=CC1)=O pyrrolidin-1-ylpyridin-2-one